Cl.CN(C(=O)C1[C@H]2CNC[C@@H]12)C1(CC1)C (1R,5S,6r)-N-methyl-N-(1-methylcyclopropyl)-3-azabicyclo[3.1.0]hexane-6-carboxamide hydrochloride